C[C@H](CCCC(C)(C)O)[C@H]1CC[C@@H]2[C@@]1(CC[C@H]3[C@H]2[C@@H](CC4=CC(=O)CC[C@]34C)O)C The molecule is a cholestanoid that is 4-cholesten-3-one carrying two additional hydroxy substituents at positions 7alpha and 25. It has a role as a human metabolite. It is a cholestanoid, a 3-oxo-Delta(4) steroid, a 7alpha-hydroxy steroid and a C27-steroid. It derives from a cholest-4-en-3-one.